2-(2,6-dioxopiperidin-3-yl)-5-(6-(hydroxymethyl)-3-azabicyclo[3.1.0]hexane-3-yl)isoindoline-1,3-dione O=C1NC(CCC1N1C(C2=CC=C(C=C2C1=O)N1CC2C(C2C1)CO)=O)=O